(E)-3-(3-(2-methoxyphenyl)acryloyl)oxazolidine-2-one-4,4,5,5-d4 COC1=C(C=CC=C1)/C=C/C(=O)N1C(OC(C1([2H])[2H])([2H])[2H])=O